C1(=CC=CC=C1)N1CCN2N=C(N=C21)C(=O)O 4-phenyl-5,6-dihydro-4H-imidazo[1,2-b][1,2,4]triazole-2-carboxylic acid